FCCCN1C[C@H](CC1)OC1=CC=C(C=C1)C1=CCCCC2=C1C=CC(=C2)C(=O)O 5-[4-[(3S)-1-(3-fluoropropyl)pyrrolidin-3-yl]oxyphenyl]-8,9-dihydro-7H-benzo[7]annulene-2-carboxylic acid